[(3S)-1-[2-(2,6-dioxopiperidin-3-yl)-1,3-dioxoisoindol-4-yl]piperidin-3-yl]acetic acid O=C1NC(CCC1N1C(C2=CC=CC(=C2C1=O)N1C[C@@H](CCC1)CC(=O)O)=O)=O